NC1=CC2=C(OC(CO2)=O)C=C1 6-amino-1,4-benzodioxanone